3-(1-methyl-7-((4-(piperidin-1-ylmethyl)benzyl)amino)-1H-indazol-3-yl)piperidine-2,6-dione CN1N=C(C2=CC=CC(=C12)NCC1=CC=C(C=C1)CN1CCCCC1)C1C(NC(CC1)=O)=O